CN(C)CCOC(=O)[C@@H](C1=CC=CC=C1)C2(CCCC2)O.Cl The molecule is the hydrochloride salt of (S)-cyclopentolate. It is a cyclopentolate hydrochloride and a hydrochloride. It contains a (S)-cyclopentolate. It is an enantiomer of a (R)-cyclopentolate hydrochloride.